1-trimethoxysilyl-2-(4-methylpiperazin-1-yl)(triethoxysilylpropylamino)methylsilyl-ethylene CO[Si](C(=CN1CCN(CC1)C)[SiH2]CNCCC[Si](OCC)(OCC)OCC)(OC)OC